glycerol monoheptanoate (2,3-dihydroxypropyl-hexanoate) OC(CC(C(=O)OC(COC(CCCCCC)=O)CO)CCCC)CO